N1=CC(=CC=C1C(=O)[O-])C=1CCN(CC1)C(=O)OC Methyl 3',6'-dihydro-[3,4'-bipyridine]-1',6(2'H)-dicarboxylate